[4-bromo-5-chloro-2-[(2-methoxy-phenyl)-methyl-carbamoyl]-phenyl]-malonic acid dimethyl ester COC(C(C(=O)OC)C1=C(C=C(C(=C1)Cl)Br)C(N(C)C1=C(C=CC=C1)OC)=O)=O